C1[C@@H]([C@H]([C@@H](O1)[C@@H](C(=O)O)O)O)O The molecule is an anhydrohexose obtained by formation of a ring across the 3 and 6 positions of L-galactonic acid It has a role as a marine metabolite. It is an anhydrohexose and a carbohydrate acid. It derives from a L-galactonic acid.